3,3-Dimethyl-1-[[4-[5-(trifluoromethyl)-1,2,4-oxadiazol-3-yl]phenyl]methyl]piperidin-2-on CC1(C(N(CCC1)CC1=CC=C(C=C1)C1=NOC(=N1)C(F)(F)F)=O)C